FC1=C(C(=C(C(=C1[B-](C1=C(C(=C(C(=C1F)F)F)F)F)(C1=C(C(=C(C(=C1F)F)F)F)F)C1=C(C(=C(C(=C1F)F)F)F)F)F)F)F)F.C1(=C(C=CC=C1)[NH2+]C1=CC=CC=C1)C tolylanilinium tetrakis(pentafluorophenyl)borate